bicyclo[2.2.2]oct-7-ene-2,3,6,7-tetracarboxylic acid C12C(C(C(CC1C(=O)O)C=C2C(=O)O)C(=O)O)C(=O)O